methyl-5-[2-[4-(trifluoromethoxy)phenoxy]-3-pyridyl]benzenesulfonamide CC1=C(C=C(C=C1)C=1C(=NC=CC1)OC1=CC=C(C=C1)OC(F)(F)F)S(=O)(=O)N